N-(4-{1-[(3-fluorophenyl)carbonyl]piperidin-4-yl}butyl)imidazo[1,2-a]pyridine-6-carboxamide FC=1C=C(C=CC1)C(=O)N1CCC(CC1)CCCCNC(=O)C=1C=CC=2N(C1)C=CN2